CC(C=C)CC 3-methyl-pentene